3,4-dichloro-5-p-fluoro-phenylfuran-2(5H)-one ClC=1C(OC(C1Cl)C1=CC=C(C=C1)F)=O